ClC1=CC=C(C=C1)C1COC2=C(O1)C=CC=C2C2CCN(CC2)CC=2NC(=CN2)C=CC(=O)O 3-(2-((4-(2-(4-chlorophenyl)-2,3-dihydrobenzo[B][1,4]dioxin-5-yl)piperidin-1-yl)methyl)-1H-imidazol-5-yl)acrylic acid